Cl.NCC1=CC=C(C=C1)NC(C1=C(C=C(C=C1)C(C)C)O)=O N-(4-(aminomethyl)phenyl)-4-isopropyl-2-hydroxybenzamide hydrochloride